C(C1=CC=CC=C1)OC=1C=CC(=NC1C1OCCO1)C#CCCO 4-(5-(benzyloxy)-6-(1,3-dioxolan-2-yl)pyridin-2-yl)but-3-yn-1-ol